C[C@@H]1O[C@@H](CN(C1)C1=CC=CC(=N1)C1=NC2=CC(=NC=C2C=C1)CC(=O)NC1=NN(C=C1)S(=O)(=O)C)C 2-(2-(6-((cis)-2,6-dimethylmorpholino)pyridin-2-yl)-1,6-naphthyridin-7-yl)-N-(1-(methylsulfonyl)-1H-pyrazol-3-yl)acetamide